14-amino-10-methyl-3,8,16-triazatricyclo[13.3.1.02,7]nonadeca-1(19),2(7),3,5,15,17-hexaen-9-one NC1CCCC(C(NC=2C=CC=NC2C=2C=CN=C1C2)=O)C